ClC1=CC=C2C(=NC(NC2=C1)=O)N(C1=NC(=CN=C1)C#CC1(CC1)C(F)(F)F)C 7-chloro-4-[methyl-[6-[2-[1-(trifluoromethyl)cyclopropyl]ethynyl]pyrazin-2-yl]amino]-1H-quinazolin-2-one